(R)-4-((6-aminopyridin-3-yl)oxy)-1-(4-methoxybenzyl)-N-(1-methoxypropan-2-yl)-1H-pyrazolo[3,4-b]-pyridin-3-amine NC1=CC=C(C=N1)OC1=C2C(=NC=C1)N(N=C2N[C@@H](COC)C)CC2=CC=C(C=C2)OC